O=C1N(C=CC2=CC=CC(=C12)C=1C=NC=CC1)C1=CC=CC=C1 1-oxo-2-phenyl-8-(pyridin-3-yl)-1,2-dihydroisoquinolin